tert-butyl rac-(3S)-6-[4-(4-isopropylpiperazin-1-yl)-3-methyl-phenyl]-3-methyl-3,4-dihydro-2H-pyridine-1-carboxylate C(C)(C)N1CCN(CC1)C1=C(C=C(C=C1)C1=CC[C@@H](CN1C(=O)OC(C)(C)C)C)C |r|